5-fluoro-6-(2-methoxyethoxy)-3-(3-{4-[4-(oxetan-3-yl)piperazine-1-carbonyl]phenyl}-1,2-oxazol-5-yl)-1H-indazole-1-carboxylic acid tert-butyl ester C(C)(C)(C)OC(=O)N1N=C(C2=CC(=C(C=C12)OCCOC)F)C1=CC(=NO1)C1=CC=C(C=C1)C(=O)N1CCN(CC1)C1COC1